4-(chloromethyl)-1-(3-(difluoromethyl)-5-fluorophenyl)-1H-pyrazole ClCC=1C=NN(C1)C1=CC(=CC(=C1)F)C(F)F